4-((4'-chloro-4,4-dimethyl-3,4,5,6-tetrahydro-[1,1'-biphenyl]-2-yl)methyl)-2-(hydroxymethyl)piperazine ClC1=CC=C(C=C1)C1=C(CC(CC1)(C)C)CN1CC(NCC1)CO